2-(2'-hydroxy-3,5'-di-sec-butylphenyl)-5-chlorobenzotriazole OC1=C(C=C(C=C1C(C)CC)C(C)CC)N1N=C2C(=N1)C=CC(=C2)Cl